Cl.CN(C1CC(C1)NS(=O)(=O)CCC)C=1C2=C(N=CN1)NC=C2 N-((1S,3S)-3-(Methyl(7H-pyrrolo[2,3-d]pyrimidin-4-yl)amino)cyclobutyl)propane-1-sulfonamide HCl